O=C1N(C(C=C(N1)C1=CC=C(C=C1)C(F)(F)F)=O)C1=CC(=C(C#N)C=C1OC)OC1=C(C=CC=C1)C 4-{2,6-Dioxo-4-[4-(trifluoromethyl)phenyl]-3,6-dihydropyrimidin-1(2H)-yl}-5-methoxy-2-(2-methylphenoxy)benzonitrile